2-methoxy-4-morpholino-N-((5-(thiazol-2-yl)-1,3,4-oxadiazol-2-yl)methyl)benzamide COC1=C(C(=O)NCC=2OC(=NN2)C=2SC=CN2)C=CC(=C1)N1CCOCC1